Cl.FC1=C2CCN[C@H](C2=CC=C1)C1=C(SC=C1)C (R)-5-fluoro-1-(2-methylthiophene-3-yl)-1,2,3,4-tetrahydroisoquinoline hydrochloride